6-bromoquinoline-4-carboxylic acid BrC=1C=C2C(=CC=NC2=CC1)C(=O)O